3-(4-(aminomethyl)-4-methylpiperidin-1-yl)-6-((3-chloro-2-methoxypyridin-4-yl)thio)pyrazin-2(1H)-one NCC1(CCN(CC1)C=1C(NC(=CN1)SC1=C(C(=NC=C1)OC)Cl)=O)C